C(#N)C1N(CC(C1)(F)F)C(CNC(C1=C(C=NC=C1)C#CC1=CC=C(C=C1)OC(F)(F)F)=O)=O N-(2-(2-cyano-4,4-difluoropyrrolidin-1-yl)-2-oxoethyl)-3-((4-(trifluoromethoxy)phenyl)ethynyl)isonicotinamide